O1[C@@H](COCC1)CNC(=O)C1=C(C2=C(CCC3=CN(N=C23)CCN2CCNCC2)O1)C N-[(2R)-1,4-Dioxan-2-ylmethyl]-8-methyl-2-[2-(piperazin-1-yl)ethyl]-4,5-dihydro-2H-furo[2,3-g]indazol-7-carboxamid